(2R,3R,4R,5S)-2-methyl-1-((1-phenylpiperidin-4-yl)methyl)piperidin-3,4,5-triol C[C@H]1N(C[C@@H]([C@H]([C@@H]1O)O)O)CC1CCN(CC1)C1=CC=CC=C1